C(C)OC(CCC(=O)C1=NC2=CC(=CC=C2C=C1O)C1=CC(=CC=C1)Cl)=O 4-[7-(3-chloro-phenyl)-3-hydroxy-quinolin-2-yl]-4-oxo-butyric acid ethyl ester